Methyl 2-(6-chloro-9H-carbazol-2-yl)propanoate ClC=1C=C2C=3C=CC(=CC3NC2=CC1)C(C(=O)OC)C